2-(4-(allyloxy)styryl-4,6-dimethoxyphenyl)-1-(3-ethoxypropyl)-1H-imidazole C(C=C)OC1=CC=C(C=CC2=C(C(=CC(=C2)OC)OC)C=2N(C=CN2)CCCOCC)C=C1